4-(aminomethyl)-1-methylpyridin-2(1H)-one hydrochloride Cl.NCC1=CC(N(C=C1)C)=O